Cl.NC1=C(C(=O)NC2=CC(=C(C=C2)F)C(F)(F)F)C(=CN=C1)F 3-amino-5-fluoro-N-(4-fluoro-3-(trifluoromethyl)phenyl)isonicotinamide hydrochloride